F[C@H]1CN(CC[C@H]1NC=1C=2N(C=CC1)C(=C(N2)C2=NOC(=N2)CNC(=O)C2CC2)[C@@H]2OC2)C N-((3-(8-(((3S,4R)-3-fluoro-1-methylpiperidin-4-yl)amino)-3-((S)-oxiran-2-yl)imidazo[1,2-a]pyridin-2-yl)-1,2,4-oxadiazol-5-yl)methyl)cyclopropanecarboxamide